cis-N-(4-fluoro-3-methylphenyl)-3a,7-dimethyl-2,3,3a,4,10,10a-hexahydro-1H,7H-dipyrrolo[3,4-b:3',4'-f][1,4,5]oxathiazocine-8-carboxamide 5,5-dioxide hydrochloride Cl.FC1=C(C=C(C=C1)NC(=O)C=1N(C=C2C1OC[C@@H]1[C@](NS2(=O)=O)(CNC1)C)C)C